methyl (2S)-2-[(2,6-dichlorobenzoyl)amino]-3-(4-hydroxyphenyl)propanoate ClC1=C(C(=O)N[C@H](C(=O)OC)CC2=CC=C(C=C2)O)C(=CC=C1)Cl